N1=C(C=CC2=CC=CC=C12)CC#N 2-quinolineacetonitrile